6-chloro-(3S,5S)-dihydroxyhexanoic acid tert-butyl ester C(C)(C)(C)OC(C(CCCCCl)(O)O)=O